(R)-N-(7-chloro-6-(1-((3R,4R)-4-methoxytetrahydrofuran-3-yl)piperidin-4-yl)isoquinolin-3-yl)-6-oxaspiro[2.5]octane-1-carboxamide ClC1=C(C=C2C=C(N=CC2=C1)NC(=O)[C@@H]1CC12CCOCC2)C2CCN(CC2)[C@@H]2COC[C@@H]2OC